N-benzyl-2-methylquinoline lithium aluminum boron [B].[Al].[Li].C(C1=CC=CC=C1)N1C(C=CC2=CC=CC=C12)C